(R)-4-(2-(hydroxymethyl)pyrrolidin-1-yl)-1-phenyl-7-(trifluoromethyl)quinolin-2(1H)-one OC[C@@H]1N(CCC1)C1=CC(N(C2=CC(=CC=C12)C(F)(F)F)C1=CC=CC=C1)=O